C(C)OC(=O)NC1=C(C=C(C(=C1)C(=O)NC=1C=NC(=C(C1)Cl)N1N=CC=N1)Cl)C1=C(C=C(C=C1)F)Cl ethyl(2',5-dichloro-4-((5-chloro-6-(2H-1,2,3-triazol-2-yl)pyridin-3-yl)aminoformyl)-4'-fluoro-[1,1'-biphenyl]-2-yl)aminoformate